C(CCCCCCC)(=O)NCC(=O)O CAPRYLOYLGLYCINE